4-(1,5-Dimethyl-6-oxo-1,6-dihydropyridin-3-yl)-2-methoxybenzoic Acid CN1C=C(C=C(C1=O)C)C1=CC(=C(C(=O)O)C=C1)OC